CC1=C(C(=O)N[C@H](C)C2=CC=CC3=CC=CC=C23)C=C(C=C1)C1=CC(=CC=C1)S(=O)(=O)N1CCNCC1 2-Methyl-N-[(1R)-1-(1-naphthyl)ethyl]-5-(3-piperazin-1-ylsulfonylphenyl)benzamide